N(N)CC1=NC=CC=C1 2-(hydrazinomethyl)pyridine